4-(hydroxyl-3-(trifluoromethyl)-4,5,6,7-tetrahydro-1H-indol-1-yl)benzonitrile OC=1N(C=2CCCCC2C1C(F)(F)F)C1=CC=C(C#N)C=C1